C(C=C)(=O)NCCC[Si](C(C(CC)(O[SiH](C)C)O[SiH](C)C)(O[SiH](C)C)O[SiH](C)C)(C)C acrylamidopropyltetrakis(dimethylsiloxy)dimethylbutylsilane